N-[2-(5-Hydroxy-4-Methoxy-1H-indol-3-yl)ethyl]acetamide OC=1C(=C2C(=CNC2=CC1)CCNC(C)=O)OC